NC=1SC=2C=NC=C(C2N1)N1C[C@@H](OCC1)C(=O)N1[C@H](C2=C(C=C(C=C2CC1)Cl)Cl)C ((R)-4-(2-aminothiazolo[5,4-c]pyridin-7-yl)morpholin-2-yl)((S)-6,8-dichloro-1-methyl-3,4-dihydroisoquinolin-2(1H)-yl)methanone